C(C1=CC=CC=C1)OC([C@@H](NC([C@H](CCN(C(CO)=O)[C@H](C(C)(C)C)C=1N(C=C(C1)C1=C(C=CC(=C1)F)F)CC1=CC=CC=C1)N)=O)C(CC(=O)OCC1=CC=CC=C1)C([C@@H](N)C)=O)=O Dibenzyl-N-{(2S)-2-amino-4-[{(1R)-1-[1-benzyl-4-(2,5-difluorophenyl)-1H-pyrrol-2-yl]-2,2-dimethylpropyl} (glycoloyl)amino]butanoyl}-beta-alanyl-L-glutamate